S(=O)(=O)(O[C@@H]1[C@H](O[C@H]([C@@H]1O[Si](C)(C)C(C)(C)C)N1C=2N=C(N(C(C2N=C1)=O)C(C1=CC=CC=C1)=O)NC(C)=O)CO[Si](C)(C)C(C)(C)C)O (2R,3R,4R,5R)-5-(2-acetamido-1-benzoyl-6-oxo-1,6-dihydro-9H-purin-9-yl)-4-((tert-butyldimethylsilyl)oxy)-2-(((tert-butyldimethylsilyl)oxy)methyl)tetrahydrofuran-3-yl hydrogen sulfate